C1(CCC1)CN1C(CC2=CC(=CC=C12)C=1C=C(C=NC1)C1=CN(C(C=C1)=O)C(C)C)=O 1-(cyclobutylmethyl)-5-(1'-isopropyl-6'-oxo-1',6'-dihydro-[3,3'-bipyridin]-5-yl)indol-2-one